2-ethoxy-4-(4-methyl-1,3-dioxolan-2-yl)phenol C(C)OC1=C(C=CC(=C1)C1OCC(O1)C)O